FC=1C=C2C(=C(/C(/C2=CC1)=C/C1=CC=C(C=C1)SC1=CC=C(C=C1)F)C)CC(=O)NO 2-[(1Z)-5-fluoro-1-({4-[(4-fluorophenyl)thio]phenyl}methylene)-2-methyl-1H-inden-3-yl]-N-hydroxyacetamide